6-Cyclopropyl-N-{(2-[(2,2-difluorocyclopropyl)methoxy]-5-isopropylphenyl)sulfonyl}-4-fluorobenzofuran-2-carboxamide C1(CC1)C1=CC2=C(C=C(O2)C(=O)NS(=O)(=O)C2=C(C=CC(=C2)C(C)C)OCC2C(C2)(F)F)C(=C1)F